CC=1C(OC2=CC(=CC(=C2C1C)OC(C(=O)NCC1CCC(CC1)C(=O)O)C)C)=O 4-[[2-(3,4,7-trimethyl-2-oxochromen-5-yl)oxypropanoylamino]methyl]cyclohexane-1-carboxylic acid